4-(2-((3,3-difluorocyclohexyl)(2-fluorophenyl)amino)-2-oxoethyl)-1-(6-fluoroindoline-1-carbonyl)piperidine-4-carboxylic acid FC1(CC(CCC1)N(C(CC1(CCN(CC1)C(=O)N1CCC2=CC=C(C=C12)F)C(=O)O)=O)C1=C(C=CC=C1)F)F